COCCOC1=CC=CC=N1 6-(2-methoxyethoxy)pyridin